6-(4-Chlorophenoxy)-5-(3-fluorophenyl)-N-[(2R)-1-hydroxypropan-2-yl]pyridine-3-carboxamide ClC1=CC=C(OC2=C(C=C(C=N2)C(=O)N[C@@H](CO)C)C2=CC(=CC=C2)F)C=C1